2-Chloro-N-(4-methoxyphenyl)pyrimidine-5-carboxamide ClC1=NC=C(C=N1)C(=O)NC1=CC=C(C=C1)OC